N-(4-bromo-2-carbamoyl-6-methyl-phenyl)-2-(3-chloro-2-pyridyl)-5-[[5-[4-(trifluoromethyl)phenyl]tetrazol-2-yl]methyl]pyrazole-3-carboxamide BrC1=CC(=C(C(=C1)C)NC(=O)C=1N(N=C(C1)CN1N=C(N=N1)C1=CC=C(C=C1)C(F)(F)F)C1=NC=CC=C1Cl)C(N)=O